BrC1=C(C2=C(N(C(OC2=O)=O)C[C@H](OC2CCOCC2)C2=C(C=CC=C2)OC)S1)C (R)-6-bromo-1-(2-(2-methoxyphenyl)-2-((tetrahydro-2H-pyran-4-yl)oxy)ethyl)-5-methyl-2H-thieno[2,3-d][1,3]oxazine-2,4(1H)-dione